C12CN(CC2C1)C1=NC2=C(C=C(C=C2C(N1C)=O)C)C(C)NC1=C(C(=O)O)C(=CC=C1)F 2-[1-[2-(3-azabicyclo[3.1.0]hexan-3-yl)-3,6-dimethyl-4-oxoquinazolin-8-yl]ethyl-amino]-6-fluorobenzoic acid